The molecule is an organic cation that is the conjugate acid of tropisetron, obtained by protonation of the tertiary amino group. It is an ammonium ion derivative and an organic cation. It is a conjugate acid of a tropisetron. C[NH+]1[C@@H]2CC[C@H]1CC(C2)OC(=O)C3=CNC4=CC=CC=C43